C(C)(C)C1=C(OC=2C(=NC(=NC2)NC2CCSCC2)N)C=C(C(=C1)OC)S(=O)(=O)C 5-(2-Isopropyl-5-methanesulfonyl-4-methoxy-phenoxy)-N2-(tetrahydro-thiopyran-4-yl)-pyrimidine-2,4-diamine